4-(1-(aza-3-butyl)-1H-imidazole-2-yl)aniline NCC(C)N1C(=NC=C1)C1=CC=C(N)C=C1